(R)-Ethyl 2-((2S,3R,6S)-2,3-bis(4-chlorophenyl)-6-(3-hydroxypropyl)-5-oxomorpholino)pentanoate ClC1=CC=C(C=C1)[C@@H]1O[C@H](C(N([C@@H]1C1=CC=C(C=C1)Cl)[C@@H](C(=O)OCC)CCC)=O)CCCO